tert-Butyl (S)-10-((4-cyclopropyl-5-(ethoxycarbonyl)-2-oxopyridin-1(2H)-yl)methyl)-10-hydroxy-7-azaspiro[4.5]decane-7-carboxylate C1(CC1)C1=CC(N(C=C1C(=O)OCC)C[C@@]1(CCN(CC12CCCC2)C(=O)OC(C)(C)C)O)=O